methyl 7(Z)-hexadecenoate CCCCCCCC/C=C\CCCCCC(=O)OC